eicosyl-α-chloroacrylate C(CCCCCCCCCCCCCCCCCCC)OC(C(=C)Cl)=O